heptadecan-9-yl 8-((4-(((decan-2-yloxy)carbonyl)oxy)butyl)(2-hydroxyethyl)amino)octanoate CC(CCCCCCCC)OC(=O)OCCCCN(CCCCCCCC(=O)OC(CCCCCCCC)CCCCCCCC)CCO